5-(2,4-difluorophenoxy)-1H-indazole-6-carboxylic acid FC1=C(OC=2C=C3C=NNC3=CC2C(=O)O)C=CC(=C1)F